CN(C(CCN)=O)C [3-(dimethylamino)-3-oxopropyl]amine